C(C1=CC=CC=C1)(=O)OC1=CC(=CC2=C1OC(O2)(C2=CC=CC=C2)C2=CC=CC=C2)C(=O)OC2=CC(=CC1=C2OC(O1)(C1=CC=CC=C1)C1=CC=CC=C1)C(=O)O 7-((7-(benzoyloxy)-2,2-diphenylbenzo[d][1,3]dioxol-5-carbonyl)oxy)-2,2-diphenylbenzo[d][1,3]dioxol-5-carboxylic acid